BrC1=CC=C2CN(C(C2=C1)=C=O)C1C(NC(CC1)=O)=O 3-(6-bromo-1-carbonyl-isoindolin-2-yl)piperidine-2,6-dione